3-Phenylbenzo[d]isoxazole-5-carboxylic Acid C1(=CC=CC=C1)C1=NOC2=C1C=C(C=C2)C(=O)O